C1(=CC=CC=C1)N(C=1C=CC=2N(C3=CC=CC=C3C2C1)C1=CC=CC=C1)C1=CC=C(C=C1)C=1C2=CC=CC=C2C(=C2C=CC=CC12)C1=CC=CC=C1 N,9-diphenyl-N-[4-(10-phenyl-9-anthryl)phenyl]-9H-carbazol-3-amine